ClC=1N(C=CN1)CC1=CC=C(C=C1)C1=C(SC(=C1C)CC(C)C)S(=O)(=O)NC(OCCO)=O 2-hydroxyethyl (3-(4-((2-chloro-1H-imidazol-1-yl)methyl)phenyl)-5-isobutyl-4-methylthiophen-2-yl)sulfonylcarbamate